tert-Butyl [4,4'-bipiperidin]-1-carboxylat N1(CCC(CC1)C1CCNCC1)C(=O)OC(C)(C)C